diisopropylphenyl-diphenylamine C(C)(C)C=1C(=C(C=CC1)N(C1=CC=CC=C1)C1=CC=CC=C1)C(C)C